tert-butyl 4-(4-methoxythieno[2',3':5,6]benzo[1,2-d]oxazol-7-yl)-4-oxobutanoate COC1=CC2=C(C=3N=COC31)C=C(S2)C(CCC(=O)OC(C)(C)C)=O